COC1=C2CN(C(C2=CC=C1C=1CCNCC1)=O)C1C(NC(CC1)=O)=O 3-(4-methoxy-1-oxo-5-(1,2,3,6-tetrahydropyridin-4-yl)isoindolin-2-yl)piperidine-2,6-dione